N-(2-cyanoethyl)-6-[4-(prop-2-enamido)quinolin-6-yl]pyridine-2-carboxamide C(#N)CCNC(=O)C1=NC(=CC=C1)C=1C=C2C(=CC=NC2=CC1)NC(C=C)=O